2-((2-((4-(4-(3-(2,6-dioxopiperidin-3-yl)benzyl)piperazin-1-yl)-2-isopropoxy-5-methylphenyl)amino)-5-(trifluoromethyl)pyridin-4-yl)amino)-N-methylbenzamide O=C1NC(CCC1C=1C=C(CN2CCN(CC2)C2=CC(=C(C=C2C)NC2=NC=C(C(=C2)NC2=C(C(=O)NC)C=CC=C2)C(F)(F)F)OC(C)C)C=CC1)=O